C(CCCCCCC\C=C/CCCCCCCC)(=O)C(CC)(N(C)C)C(CCCCCCC\C=C/CCCCCCCC)=O Dioleoyl-dimethylaminopropane